2-[(1S)-1-[3-(2-cyclopropyl-4-pyridyl)isoxazol-5-yl]ethyl]isoindoline-1,3-dione C1(CC1)C1=NC=CC(=C1)C1=NOC(=C1)[C@H](C)N1C(C2=CC=CC=C2C1=O)=O